ClC1=CC(=C(C=C1)CCC(=O)N[C@H](C(=O)NC(C[C@H]1C(NCC1)=O)C(C(=O)NC1CC1)=O)CC(C)(C)C)OC(F)F (2S)-2-(3-(4-Chloro-2-(difluoromethoxy)phenyl)propanamido)-N-(4-(cyclopropylamino)-3,4-dioxo-1-((S)-2-oxopyrrolidin-3-yl)butan-2-yl)-4,4-dimethylpentanamid